methacrylaminopropyl-trimethyl-ammonium chloride [Cl-].C(=O)(C(=C)C)NCCC[N+](C)(C)C